O[C@@H](C(=O)N1CC2=C(N=C(NC2=O)C2(CC2)C2=CC(=CC=C2)C(=C)C)CC1)C1=CC(=CC=C1)C(F)(F)F (R)-6-(2-hydroxy-2-(3-(trifluoromethyl)phenyl)acetyl)-2-(1-(3-(prop-1-en-2-yl)phenyl)cyclopropyl)-5,6,7,8-tetrahydropyrido[4,3-d]pyrimidin-4(3H)-one